The molecule is a histidine derivative in which L-histidine has been phosphorylated on the pros N atom. It is a non-proteinogenic L-alpha-amino acid and a L-histidine derivative. C1=C(N(C=N1)P(=O)(O)O)C[C@@H](C(=O)O)N